C(C1=CC=CC=C1)OC(=O)NCC(=O)O N-Benzyloxycarbonylglycine